1-(5-bromo-3-fluoro-2-nitrophenylamino)-2-methylpropan-2-ol BrC=1C=C(C(=C(C1)NCC(C)(O)C)[N+](=O)[O-])F